2-(3-cyclohexyl-5-methyl-4,5-dihydroisoxazol-5-yl)acetic acid methyl ester COC(CC1(CC(=NO1)C1CCCCC1)C)=O